FC(C1=C(C=CC(=C1)C(F)(F)F)C1=NN2C(NN=CC2=C1)=S)(F)F (2,4-bis(trifluoromethyl)phenyl)pyrazolo[1,5-d][1,2,4]triazin-7(6H)-thione